eicosane-2,10-diol CC(CCCCCCCC(CCCCCCCCCC)O)O